(M)-1-(4-bromo-5-fluoro-2-methoxyphenyl)-7-fluoro-2-oxo-1,2-dihydroquinoline-6-sulfonic acid perfluorophenyl ester FC1=C(C(=C(C(=C1F)F)F)F)OS(=O)(=O)C=1C=C2C=CC(N(C2=CC1F)C1=C(C=C(C(=C1)F)Br)OC)=O